3-(1,4-dioxaspiro[4.5]dec-7-en-8-yl)thiophene-2-carbaldehyde O1CCOC12CC=C(CC2)C2=C(SC=C2)C=O